N-(4-(hydroxymethyl)tetrahydro-2H-pyran-4-yl)-2-methyl-5-((1-methyl-6-oxo-1,6-dihydropyridin-2-yl)methoxy)benzofuran-3-carboxamide OCC1(CCOCC1)NC(=O)C1=C(OC2=C1C=C(C=C2)OCC=2N(C(C=CC2)=O)C)C